N1=CC=NC2=CC(=C(C=C12)N)N quinoxaline-6,7-diamine